C1(CCC1)OC=1C=C(C=NC1)S(=O)(=O)Cl 5-cyclobutoxypyridine-3-sulfonyl Chloride